2-(6-(2,4-dimethylphenyl)-1-oxo-5,6,7,8-tetrahydrophthalazin-2(1H)-yl)nicotinonitrile CC1=C(C=CC(=C1)C)C1CC=2C=NN(C(C2CC1)=O)C1=C(C#N)C=CC=N1